4-[[3-[4-[2-[4-[[1-[3-amino-5-(3-pyridyl)pyridine-2-carbonyl]-4-piperidyl]oxy]-1-piperidyl]acetyl]piperazine-1-carbonyl]-4-fluoro-phenyl]methyl]-2H-phthalazin-1-one NC=1C(=NC=C(C1)C=1C=NC=CC1)C(=O)N1CCC(CC1)OC1CCN(CC1)CC(=O)N1CCN(CC1)C(=O)C=1C=C(C=CC1F)CC1=NNC(C2=CC=CC=C12)=O